BrC=1C=C2CN(C(C2=CC1OC)=O)C1C(NC(CC1)=O)=O 3-(5-bromo-6-methoxy-1-oxoisoindolin-2-yl)piperidine-2,6-dione